N=1ON=C2C1C=CC(=C2)COC2=C(CN[C@H](CO)C(=O)O)C=C(C(=C2)OCC=2C(=C(C=CC2)C2=CC(=CC=C2)OCCCO)Cl)Cl (2-(benzo[c][1,2,5]oxadiazol-5-ylmethoxy)-5-chloro-4-((2-chloro-3'-(3-hydroxypropoxy)-[1,1'-biphenyl]-3-yl)methoxy)benzyl)-D-serine